C(C)(C)(C)OC(=O)N1[C@@H]([C@@H]([C@H](C1)O)N=[N+]=[N-])C(NC1=NC(=CC=C1)Br)=O (2S,3S,4S)-3-azido-2-(6-bromopyridin-2-ylcarbamoyl)-4-hydroxypyrrolidine-1-carboxylic acid tert-butyl ester